ClC1=C(C=CC(=C1F)OCF)C1=CN=C(N1C)C(=O)NC1=CC(=C(C=C1)C(=O)N1CCN(CC1)C(CC1(CCNCC1)O)=O)Cl 5-[2-chloro-3-fluoro-4-(fluoromethoxy)phenyl]-N-[3-chloro-4-[4-[2-(4-hydroxy-4-piperidyl)acetyl]piperazine-1-carbonyl]phenyl]-1-methyl-imidazole-2-carboxamide